BrC1=C(C=NN1C(F)F)NS(=O)(=O)C1=CNC2=C(C(=CC=C12)Cl)N1N=CC(=C1)CC N-(5-bromo-1-(difluoromethyl)-1H-pyrazol-4-yl)-6-chloro-7-(4-ethyl-1H-pyrazol-1-yl)-1H-indole-3-sulfonamide